Methyl 2-(4-((2-oxocyclopentyl)methyl)phenyl)propionate O=C1C(CCC1)CC1=CC=C(C=C1)C(C(=O)OC)C